FC(CN1N=CC=2C1=NC(=CN2)N2CCC1(C(N(C(N1C)=O)C=1C=NC(=CC1)C(F)(F)F)=O)CC2)F 8-(1-(2,2-difluoroethyl)-1H-pyrazolo[3,4-b]pyrazin-6-yl)-1-methyl-3-(6-(trifluoromethyl)pyridin-3-yl)-1,3,8-triazaspiro[4.5]decane-2,4-dione